C1(CC1)CN1C(=CC=2C=CC=3C=CN(C3C21)C(=O)OC(C)(C)C)C2=NC1=C(N2C)C(=CC(=C1)C(=O)OC)F tert-butyl 1-(cyclopropylmethyl)-2-(7-fluoro-5-methoxycarbonyl-1-methyl-benzimidazol-2-yl)pyrrolo[3,2-g]indole-8-carboxylate